[Al+3].P(=O)(OO)([O-])[O-].OOP(=O)([O-])[O-].OOP(=O)([O-])[O-].[Al+3] hydroxyl phosphate aluminum salt